C1(CCCCC1)C1=NC(=CC(=C1)C1=C(C=CC(=C1)NS(=O)(=O)CC)OC1=C(C=C(C=C1)F)F)C 2-cyclohexyl-4-(2-(2,4-difluorophenoxy)-5-(ethylsulfonylamino)phenyl)-6-methylpyridine